3-(3-aminopropyl-disulfanyl)propan-1-amine NCCCSSCCCN